C1=CC=C2C(=C1)C=NC2=O isoindolone